2-methylsulfonyl-pyridine-4-carboxamide CS(=O)(=O)C1=NC=CC(=C1)C(=O)N